CC[C@](C)(C(=O)C(=O)[O-])O The molecule is the conjugate base of (R)-3-hydroxy-3-methyl-2-oxopentanoic acid and R enantiomer of 3-hydroxy-3-methyl-2-oxopentanoate. It is a conjugate base of a (R)-3-hydroxy-3-methyl-2-oxopentanoic acid. It is an enantiomer of a (S)-3-hydroxy-3-methyl-2-oxopentanoate.